1-isopropyl-N-(2-(4-methoxypiperidin-1-yl)pyrimidin-4-yl)-3-(4-(methylamino)piperidin-1-yl)-1H-pyrazolo[4,3-c]pyridin-6-amine C(C)(C)N1N=C(C=2C=NC(=CC21)NC2=NC(=NC=C2)N2CCC(CC2)OC)N2CCC(CC2)NC